1-(2-ethoxyethyl)-2-piperidin-4-yl-1H-benzimidazole C(C)OCCN1C(=NC2=C1C=CC=C2)C2CCNCC2